3-(5-((3,8-diazabicyclo[3.2.1]octan-3-yl)methyl)-1-oxoisoindolin-2-yl)piperidine-2,6-dione C12CN(CC(CC1)N2)CC=2C=C1CN(C(C1=CC2)=O)C2C(NC(CC2)=O)=O